C(C)(C)(C)C1=C(C=C(C=C1)NC([C@@H](C1=CC=C(C=C1)COC)NC(=O)C1=CC(=NO1)O)=O)F N-((1R)-2-((4-tert-butyl-3-fluorophenyl)amino)-1-(4-(methoxymethyl)phenyl)-2-oxoethyl)-3-hydroxy-1,2-oxazole-5-carboxamide